Cl.FC(C1=CC=C(C=N1)CN1N=CC(=C1)CN)(F)F (1-((6-(trifluoromethyl)pyridin-3-yl)methyl)-1H-pyrazol-4-yl)methylamine hydrochloride